OCCOC1=C(C=CC(=C1)C(=O)N1[C@@H](C\C(\C1)=N/OC)CO)C1=C(C(=CC=C1)C)C (S,E)-(2-(2-Hydroxyethoxy)-2',3'-dimethyl-[1,1'-biphenyl]-4-yl)(2-(hydroxymethyl)-4-(methoxyimino)pyrrolidin-1-yl)methanone